N1(CCC1)C1=CC2=C(C=C(O2)C(=O)NS(=O)(=O)C2=CC=CC3=C(C=CC=C23)NC(CC)=O)C(=C1)F 6-(Azetidin-1-yl)-4-fluoro-N-(5-propanamidonaphthalene-1-sulfonyl)-1-benzofuran-2-carboxamide